4-((3,5-di-tert-butyl-2-hydroxybenzylidene)amino)-2,3,5,6-tetrafluorophenol C(C)(C)(C)C=1C(=C(C=NC2=C(C(=C(C(=C2F)F)O)F)F)C=C(C1)C(C)(C)C)O